aluminum indium selenium telluride [Se]=[Te].[In].[Al]